4-[(3S)-3-amino-3-methylpyrrolidin-1-yl]-2-cyano-N-cyclohexyl-2'-methoxy-[3,4'-bipyridine]-5-carboxamide N[C@@]1(CN(CC1)C1=C(C(=NC=C1C(=O)NC1CCCCC1)C#N)C1=CC(=NC=C1)OC)C